ONCCC[C@H](N)C(=O)O L-N5-hydroxyOrnithine